6-amino-N-isobutyl-N-((5-(trifluoromethyl)pyridin-2-yl)methyl)-8,9-dihydro-7H-cyclopenta[c][1,8]naphthyridine-2-carboxamide NC1=NC2=NC=C(C=C2C2=C1CCC2)C(=O)N(CC2=NC=C(C=C2)C(F)(F)F)CC(C)C